FC1=C(C=C(C=C1)OC=1C(=C2C=CNC2=C(C1F)F)F)C=1NC=C(N1)C1(CCOC2=C(C=CC=C12)C[C@@H](C(=O)OC)C)C methyl (2S)-3-(4-(2-(2-fluoro-5-((4,6,7-trifluoro-1H-indol-5-yl)oxy)phenyl)-1H-imidazol-4-yl)-4-methylchroman-8-yl)-2-methylpropanoate